OC(CCCCCCCCCCCCCCCC(=O)O)C 17-Hydroxy-octadecanoic acid